3-(3-hydroxy-adamantan-1-yl-amino)-propionic acid OC12CC3(CC(CC(C1)C3)C2)NCCC(=O)O